C(=C)C1=C2C=CC(=C1)C2 vinyl-norbornenediene